hydroxymethyl-1H-1,2,4-triazol-5(4H)-one OCN1N=CNC1=O